3-fluoro-4-((6-methoxy-7-methyl-1,5-naphthyridin-4-yl)oxy)aniline FC=1C=C(N)C=CC1OC1=CC=NC2=CC(=C(N=C12)OC)C